C1(CC1)C(=O)N1CCN(CC1)C(CCNC(OC(C)(C)C)=O)=O tert-butyl N-[3-[4-(cyclopropanecarbonyl)piperazin-1-yl]-3-oxo-propyl]carbamate